(3R)-3-amino-5-[(4-chlorophenyl)methyl]-8-fluoro-7-[5-(2-methyl-4-methylsulfonyl-phenyl)-1,2,4-oxadiazol-3-yl]-1,1-dioxo-2,3-dihydro-1λ6,5-benzothiazepin-4-one N[C@H]1CS(C2=C(N(C1=O)CC1=CC=C(C=C1)Cl)C=C(C(=C2)F)C2=NOC(=N2)C2=C(C=C(C=C2)S(=O)(=O)C)C)(=O)=O